N-[(1R)-1-[3-amino-5-(trifluoromethyl)phenyl]ethyl]-6-iodo-7-methoxy-2-methyl-quinazolin-4-amine NC=1C=C(C=C(C1)C(F)(F)F)[C@@H](C)NC1=NC(=NC2=CC(=C(C=C12)I)OC)C